N,N,N-trimethyl-5-((2,3,5,6-tetra-fluorophenoxy)carbonyl)-pyridin-2-aminium trifluoro-methanesulfonate FC(S(=O)(=O)[O-])(F)F.C[N+](C1=NC=C(C=C1)C(=O)OC1=C(C(=CC(=C1F)F)F)F)(C)C